(R)-piperidine-2-carboxylic acid tert-butyl ester hydrochloride Cl.C(C)(C)(C)OC(=O)[C@@H]1NCCCC1